(N,N-diethylaminomethyl)dimethoxyvinylsilane C(C)N(CC)C[SiH2]C=C(OC)OC